(1-cyclohexyl-1,6-dihydrodipyrrolo[2,3-b:2',3'-d]Pyridin-2-yl)benzonitrile C1(CCCCC1)N1C(=CC=2C1=C1C(=NC2)NC=C1)C1=C(C#N)C=CC=C1